O1N=C(CC1)C(=O)O 2-isoxazoline-3-carboxylic acid